3-amino-N-{4-fluoro-2-[3-(methoxymethyl)-4-(methylamino)pyrrolidin-1-yl]-5,6,7,8-tetrahydroquinolin-6-yl}-6-methylthieno[2,3-b]pyridine-2-carboxamide NC1=C(SC2=NC(=CC=C21)C)C(=O)NC2CC=1C(=CC(=NC1CC2)N2CC(C(C2)NC)COC)F